3-amino-2,6-piperiddione NC1C(NC(CC1)=O)=O